2,5-dimethyl-2,5-di-(t-butyl-peroxy)hexane CC(C)(CCC(C)(OOC(C)(C)C)C)OOC(C)(C)C